azulenesulfonic anhydride C1(=CC=C2C=CC=CC=C12)S(=O)(=O)OS(=O)(=O)C1=CC=C2C=CC=CC=C12